tert-butyl 4-(2-(2,6-dioxopiperidin-3-yl)-1-oxoisoindolin-5-yl)-4-fluoropiperidine-1-carboxylate O=C1NC(CCC1N1C(C2=CC=C(C=C2C1)C1(CCN(CC1)C(=O)OC(C)(C)C)F)=O)=O